CN1CC(C1)(C)[C@@](C=1C=C(C=CC1)C1=NOC(=N1)C1(CC1)N(C(C)=O)C)(C1=CC=C(C=C1)C(C)C)O N-[1-(3-{3-[(S)-(1,3-Dimethyl-azetidin-3-yl)-hydroxy-(4-isopropyl-phenyl)-methyl]-phenyl}-[1,2,4]oxadiazol-5-yl)-cyclopropyl]-N-methyl-acetamide